(S)-N-(5-(2-cyano-5-(pyrrolidin-3-yloxy)pyridin-4-yl)pyrazolo[1,5-a]pyridin-2-yl)cyclopropanecarboxamide C(#N)C1=NC=C(C(=C1)C1=CC=2N(C=C1)N=C(C2)NC(=O)C2CC2)O[C@@H]2CNCC2